C(C)(C)(C)[S@](=O)NC(CCC1CC1)(C1=NC=CC=C1)C=1C=CC(=C(C1)NC(=O)[C@@H]1N(C[C@@H](C1)OC)C(=O)NC1=NC=C(C=C1)Cl)F (2r,4r)-N2-(5-(1-(((S)-tert-butylsulfinyl)amino)-3-cyclopropyl-1-(pyridin-2-yl)propyl)-2-fluorophenyl)-N1-(5-chloropyridin-2-yl)-4-methoxypyrrolidine-1,2-dicarboxamide